4-FORMYL-1-METHYL-1H-PYRROLE-2-CARBOXYLIC ACID C(=O)C=1C=C(N(C1)C)C(=O)O